C(CCCCCCCCCCC)C(OP(=O)([O-])O)C[N+](C)(C)C Dodecyl-phospho-choline